5-(hydroxymethyl)-2-thienyl-3-methyl-imidazo[4,5-b]pyridin-2-one OCC1=CC=C(S1)C1=CC=C2C(=N1)N(C(N2)=O)C